2-(4-cyanophenyl)-1,4-diphenylbutane-1,4-dione C(#N)C1=CC=C(C=C1)C(C(=O)C1=CC=CC=C1)CC(=O)C1=CC=CC=C1